C(C)(=O)OC[C@H](NC([C@@H](NC(=O)C=1N=C(SC1)N1CCC(CC1)C(NC1CCOCC1)=O)CO[Si](C)(C)C(C)(C)C)=O)C(=O)OC Methyl O-acetyl-N-(O-(tert-butyldimethylsilyl)-N-(2-(4-((tetrahydro-2H-pyran-4-yl)carbamoyl)piperidin-1-yl)thiazole-4-carbonyl)-L-seryl)-L-serinate